FC1(CC2(C1)CC(C2)N2N=C(C1=C2CC([C@H]1O)(F)F)C(F)(F)F)F (4S)-1-(2,2-difluorospiro[3.3]hept-6-yl)-5,5-difluoro-3-(trifluoromethyl)-4,6-dihydro-cyclopenta[c]pyrazol-4-ol